naphthalen-2-yl ethylcarbamate C(C)NC(OC1=CC2=CC=CC=C2C=C1)=O